1-(1-(3,4-dimethylphenyl)-5-oxopyrrolidine-3-carbonyl)piperidine-4-carboxylic acid CC=1C=C(C=CC1C)N1CC(CC1=O)C(=O)N1CCC(CC1)C(=O)O